2-chloro-4-oxo-4,5-dihydrofuran ClC=1OCC(C1)=O